N-(2,6-dimethyl-2H-pyrazolo[3,4-b]pyridin-5-yl)-4-((3R,5S)-3,5-dimethylpiperazin-1-yl)-2,3-dihydro-1H-pyrrolo[2,3-b]pyridine-1-carboxamide 2,2,2-trifluoroacetate FC(C(=O)O)(F)F.CN1N=C2N=C(C(=CC2=C1)NC(=O)N1CCC=2C1=NC=CC2N2C[C@H](N[C@H](C2)C)C)C